FC1(CCN(CC1)C(=O)C1=CC=C2N=CC(=NC2=C1)C=1C=NC(N(C1)C)=O)F 5-(7-((4,4-difluoro-1-piperidinyl)carbonyl)-2-quinoxalinyl)-1-methyl-2(1H)-pyrimidinone